[Br-].C1(CC1)[N+](CC)(CC)CC cyclopropyltriethyl-ammonium bromide